BrC=1C=C(SC1CC(C)C)[Si](C)(C)C (4-bromo-5-isobutylthiophene-2-yl)trimethylsilane